C(#N)C=1C=C(C=CC1)NC1CCN(CC1)C(CNC(=O)C1=NNC(=C1)C1=CC=CC=C1)=O 5-Phenyl-1H-pyrazole-3-carboxylic acid {2-[4-(3-cyano-phenylamino)-piperidin-1-yl]-2-oxo-ethyl}-amide